6-methoxy-N-phenethyl-1H-benzo[d]imidazole-1-carboxamide COC=1C=CC2=C(N(C=N2)C(=O)NCCC2=CC=CC=C2)C1